NCCCNC(CONC(OC(C)(C)C)=O)=O tert-butyl (2-((3-aminopropyl)amino)-2-oxoethoxy)-carbamate